C1=CC2=C3C(=C1)C=CC4=C(C=CC(=C43)C=C2)C5=C6C=CC7=CC=CC8=C7C6=C(C=C8)C=C5 bipyrene